NCCN(C(CN(CCN)CCN)=O)CCN N,N-bis(2-aminoethyl)-2-(bis(2-aminoethyl)amino)acetamide